8-fluoro-N-[(1R)-1-[(3-fluorophenyl)methyl]-1,3-dimethyl-butyl]-quinoline-3-carboxamide FC=1C=CC=C2C=C(C=NC12)C(=O)N[C@@](CC(C)C)(C)CC1=CC(=CC=C1)F